5-((2-(4-((6-Chloro-2,3-dihydro-1H-inden-1-yl)amino)butoxy)ethyl)amino)benzo[c][2,6]naphthyridine-8-carboxamide ClC1=CC=C2CCC(C2=C1)NCCCCOCCNC1=NC2=C(C3=CN=CC=C13)C=CC(=C2)C(=O)N